Diaminoglucuronic acid [C@@H]([C@@H](C(=O)O)O)([C@@H]([C@@](C(=O)N)(N)O)O)O